5-(trifluoromethyl)-1H-pyrrolo[3,2-b]pyridine FC(C1=CC=C2C(=N1)C=CN2)(F)F